ClC=1C=CC(=C(C(=O)NC2=CC=C(C=C2)C(F)(F)F)C1)O 5-chloro-2-hydroxy-N-(4-(trifluoromethyl)phenyl)benzamide